N-(2-(4-((1S,4S)-2-oxa-5-azabicyclo[2.2.1]heptane-5-yl)piperidine-1-yl)-4-methoxy-5-((6-((R)-3-(3-(trifluoromethyl)phenyl)isoxazolidine-2-yl)pyrimidine-4-yl)amino)phenyl)acrylamide [C@@H]12OC[C@@H](N(C1)C1CCN(CC1)C1=C(C=C(C(=C1)OC)NC1=NC=NC(=C1)N1OCC[C@@H]1C1=CC(=CC=C1)C(F)(F)F)NC(C=C)=O)C2